4-((2-Methoxy-3-(1-methyl-1H-1,2,4-triazol-3-yl)phenyl)amino)-N-(methyl-d3)-2-((1-methyl-1H-pyrazol-3-yl)amino)pyrimidine-5-carboxamide COC1=C(C=CC=C1C1=NN(C=N1)C)NC1=NC(=NC=C1C(=O)NC([2H])([2H])[2H])NC1=NN(C=C1)C